NC(COC(C(C)OCCOCC(C)N)C)C 1-(2-((3-(2-aminopropoxy)butane-2-yl)oxy)ethoxy)propan-2-amine